2-(furan-2-yl)-1H-1,3-benzodiazol-5-amine O1C(=CC=C1)C1=NC2=C(N1)C=CC(=C2)N